C1=CC=C(C(=C1)C(=C(C(=O)O)O)O)O trihydroxycinnamic acid